[N+](=O)([O-])C=1NC(=C2CN(C=3C=CC=CC3C21)S(=O)(=O)C2=CC=C(C)C=C2)C2=CC=C(C=C2)C 1-nitro-3-p-methylphenyl-5-p-toluenesulfonyl-4,5-dihydro-2H-pyrrolo[3,4-c]quinoline